3a,4,7,7a-tetrahydro-1H-indene C1C=CC2CC=CCC12